2-({2-chloro-5-cyano-3-[(1S,4S)-5-(oxetan-3-yl)-2,5-diazabicyclo[2.2.1]heptan-2-yl]phenyl}amino)-4-(cyclopropylamino)pyrazolo[1,5-a][1,3,5]triazine-8-carbonitrile ClC1=C(C=C(C=C1N1[C@@H]2CN([C@H](C1)C2)C2COC2)C#N)NC2=NC=1N(C(=N2)NC2CC2)N=CC1C#N